pyrazolo[3,4-b]Pyridone N1=NC(C=2C1=NC=CC2)=O